C(C)C(C(=O)C(C(=O)OCC(O)CO)=CC1=CC=C(C=C1)OC)CCCC glyceryl mono-2-Ethylhexanoyl-dl-para-methoxycinnamate